OC=1C=C(C2=CC=CC=C2C1)C1CCC=2C(=NC(=NC2C1)OC[C@H]1N(CCC1)C)N1CC(NCC1)CC#N 2-(4-(7-(3-hydroxynaphthalen-1-yl)-2-(((S)-1-methylpyrrolidin-2-yl)methoxy)-5,6,7,8-tetrahydroquinazolin-4-yl)piperazin-2-yl)acetonitrile